9-([1,4'-bipiperidin]-4-yl)-6-amino-7-(6-(4-fluorophenoxy)pyridin-3-yl)-7,9-dihydro-8H-purin-8-one hydrochloride Cl.N1(CCC(CC1)N1C2=NC=NC(=C2N(C1=O)C=1C=NC(=CC1)OC1=CC=C(C=C1)F)N)C1CCNCC1